N-[1-(1-cyclopropyl-1H-imidazol-2-yl)-2-hydroxyethyl]-2-methyl-5-[(pyridin-2-yl)methoxy]pyrazolo[1,5-a]pyridine-3-carboxamide C1(CC1)N1C(=NC=C1)C(CO)NC(=O)C=1C(=NN2C1C=C(C=C2)OCC2=NC=CC=C2)C